(1aR,5aR)-2-(4-Chloro-pyridin-2-yl)-1a,2,5,5a-tetrahydro-1H-2,3-diaza-cyclopropa[a]pentalene-4-carboxylic Acid ((S)-1-Hydroxymethyl-2-methylpropyl)-amide OC[C@H](C(C)C)NC(=O)C=1C=2C[C@@H]3[C@H](C2N(N1)C1=NC=CC(=C1)Cl)C3